Cl.OC=1C=CC(=C2C=CC(NC12)=O)C(CO)NCCC1=CC=C(C=C1)NC(C)=O 8-hydroxy-5-{2-hydroxy-1-[2-(4-acetamidophenyl)-ethylamino]ethyl}-(1H)-quinolin-2-one hydrochloride